dimethyl 3-((1-methyl-6-(2-methylpyridin-4-yl)-1H-indazol-5-yl)amino)phthalate CN1N=CC2=CC(=C(C=C12)C1=CC(=NC=C1)C)NC1=C(C(C(=O)OC)=CC=C1)C(=O)OC